Di-tert-butyl (4-((tert-butoxycarbonyl)(3-(trifluoromethyl)benzyl)amino)-1,2-phenylene)dicarbamate C(C)(C)(C)OC(=O)N(C1=CC(=C(C=C1)NC(OC(C)(C)C)=O)NC(OC(C)(C)C)=O)CC1=CC(=CC=C1)C(F)(F)F